BrC1=NN(C(=C1)C(=O)NC1=C(C=C(C=C1C(=O)NC)Cl)C)C1=NC=CC=C1Cl 3-bromo-N-[4-chloro-2-methyl-6-[(methylamino)carbonyl]phenyl]-1-(3-chloro-2-pyridyl)-1H-pyrazole-5-amide